C(#N)C1=C(C=CC(=C1)F)SC=1C=2N(C=C(C1)C=1C=NN(C1C)[C@@H]1CNC(C1)(C)C)N=CC2C#N (S)-4-((2-cyano-4-fluorophenyl)thio)-6-(1-(5,5-dimethylpyrrolidin-3-yl)-5-methyl-1H-pyrazol-4-yl)pyrazolo[1,5-a]pyridine-3-carbonitrile